4,4'-dibenzoyl-bipyridine C(C1=CC=CC=C1)(=O)C1=CC(=NC=C1)C1=NC=CC(=C1)C(C1=CC=CC=C1)=O